2,5-dichloro-N-((2R)-1-(4-(4-fluorophenyl)-2-methyl-2,8-diazaspiro[4.5]decan-8-yl)-3-methyl-1-oxobutan-2-yl)benzamide ClC1=C(C(=O)N[C@@H](C(=O)N2CCC3(C(CN(C3)C)C3=CC=C(C=C3)F)CC2)C(C)C)C=C(C=C1)Cl